NCCCC1=NC=2N(C=C1)N=CC2C(=O)NC=2C(=NN(C2)C)C(N)=O 5-(3-Aminopropyl)-N-(3-carbamoyl-1-methyl-1H-pyrazol-4-yl)pyrazolo[1,5-a]pyrimidin-3-carboxamid